C(C)(C)C=1C=C(N=NC1)N 5-isopropyl-pyridazin-3-amine